C(C)OC(=O)C1(N(C(=NN1C1=CC=CC=C1)C(F)F)C1=CC=CC=C1)C(F)(F)F 3-(difluoromethyl)-1,4-diphenyl-5-(trifluoromethyl)-4,5-dihydro-1H-1,2,4-triazole-5-carboxylic acid ethyl ester